4-cyclopropylpiperazin-1-amine dihydrochloride Cl.Cl.C1(CC1)N1CCN(CC1)N